CC1=C(C=CC(=C1)C1=C(C(=O)[O-])C=CC(=C1)OCC1CO1)C1=C(C(=O)[O-])C=CC(=C1)OCC1CO1 2-methyl-1,4-phenylene-bis{4-(2,3-epoxypropoxy) benzoate}